C(C)(C)(C)N1C[C@H](CCC1)C=1N(C2=C(C(=NC=3C=C(C=CC23)C2=NNC=C2)N)N1)CC tert-Butyl-(S)-3-(4-amino-1-ethyl-7-(1H-pyrazol-3-yl)-1H-imidazo[4,5-c]quinolin-2-yl)piperidine